CC1=C(C=CC=C1)C1=C(C=CC=C1)P(C1CCCCC1)C1CCCCC1 2-methyl-2'-dicyclohexylphosphino-biphenyl